6-methyl-4-oxo-2-(piperidin-1-yl)-4H-chromen CC=1C=C2C(C=C(OC2=CC1)N1CCCCC1)=O